5-tert-butoxycarbonyl-2-oxa-5-azabicyclo[2.2.1]heptane-4-carboxylic acid C(C)(C)(C)OC(=O)N1C2(COC(C1)C2)C(=O)O